methane dimethacrylate C(C(=C)C)(=O)O.C(C(=C)C)(=O)O.C